(1-tert-butoxycarbonyl-4-piperidinyl)-iodo-zinc C(C)(C)(C)OC(=O)N1CCC(CC1)[Zn]I